CN1N=NC(=C1C1=C(C=2N(C=3C=C(C=CC3C2N=C1)C(=O)OC)C(C1CCOCC1)C1=CC=CC=C1)SC)C methyl 3-(1,4-dimethyl-1H-1,2,3-triazol-5-yl)-4-(methylsulfanyl)-5-(phenyl (tetrahydro-2H-pyran-4-yl) methyl)-5H-pyrido[3,2-b]indole-7-carboxylate